CC1(CCN(CC1)C=1OC2=C(C=C(C=C2C(C1)=O)C)C(C)NC1=C(C(=O)O)C(=CC=C1)C)C 2-[1-[2-(4,4-Dimethyl-1-piperidyl)-6-methyl-4-oxo-chromen-8-yl]ethylamino]-6-methyl-benzoic acid